6-methoxy-4-phenoxy-5-trifluoromethyl-2-(2-trifluoromethyl-5-pyridyl)pyrimidine COC1=C(C(=NC(=N1)C=1C=CC(=NC1)C(F)(F)F)OC1=CC=CC=C1)C(F)(F)F